methyl 3'-methyl-3-oxospiro[cyclohexane-1,1'-indene]-4-carboxylate CC1=CC2(C3=CC=CC=C13)CC(C(CC2)C(=O)OC)=O